ClC1=C(C=C2C=NN(C2=C1)C1=C(C=CC=C1)F)CN1CCC(CC1)C1=NC2=C(N1CC1CC1)C=CC=C2 6-chloro-5-((4-(1-(cyclopropylmethyl)-1H-benzo[d]imidazol-2-yl)piperidin-1-yl)methyl)-1-(2-fluorophenyl)-1H-indazole